N-(6-((2,5-dichloropyrimidin-4-yl)amino)-2,3-dihydrobenzofuran-5-yl)-N-methylmethanesulfonamide ClC1=NC=C(C(=N1)NC1=CC2=C(CCO2)C=C1N(S(=O)(=O)C)C)Cl